NC=1C(=NN(C1C(=O)OCC)C1=CC=C(C=C1)C#N)C1CCC(CC1)(F)F ethyl 4-amino-1-(4-cyanophenyl)-3-(4,4-difluorocyclohexyl)-1H-pyrazole-5-carboxylate